CC(C=[N+](C(C)C1=CC=CC=C1)[O-])CCCCCCCCC 2-methyl-N-(1-phenylethyl)undecane-1-imine oxide